methyl-3-propyl-3,5-heptanediol dibenzoate C(C1=CC=CC=C1)(=O)OC(CCC)(CC(CC)OC(C1=CC=CC=C1)=O)CCC